3-(5-(Difluoromethyl)pyridin-3-yl)-1-(2-methoxypyrimidin-5-yl)-1-((5-(trifluoromethyl)-1H-pyrazol-3-yl)methyl)urea FC(C=1C=C(C=NC1)NC(N(CC1=NNC(=C1)C(F)(F)F)C=1C=NC(=NC1)OC)=O)F